FC1=C(C=CC=C1)[N+]#N o-fluorobenzenediazonium